COC=1N=CC(=NC1)C=1C=C(C=CC1)CO (3-(5-methoxypyrazin-2-yl)phenyl)methanol